Trans-10-dodecene acetate C(C)(=O)O.CCCCCCCCC\C=C\C